ClC1=C(OC=2C=CC(=C(C2)S(=O)(=O)NC2(CC2)C(=O)NCC(F)F)O)C(=CC(=C1)N1N=C(C(NC1=O)=O)C(F)F)Cl 1-((5-(2,6-dichloro-4-(6-(difluoromethyl)-3,5-dioxo-4,5-dihydro-1,2,4-triazin-2(3H)-yl)phenoxy)-2-hydroxyphenyl)sulfonamido)-N-(2,2-difluoroethyl)cyclopropane-1-carboxamide